methyl 1-methyl-4-({[2-(1H-pyrazol-4-yl)-1,3-thiazol-4-yl]carbonyl} amino)-1H-pyrazole-3-carboxylate CN1N=C(C(=C1)NC(=O)C=1N=C(SC1)C=1C=NNC1)C(=O)OC